2,2',2''-(10-(2-((5-aminopentyl)amino)-2-oxoethyl)-1,4,7,10-tetraazacyclododecane-triyl)triacetic acid NCCCCCNC(CN1CCNCCNCC(N(CC1)CC(=O)O)(CC(=O)O)CC(=O)O)=O